FC=1C(=CC(=NC1)OC)C(C(=O)OCC)(C(=O)OCC)C diethyl (5-fluoro-2-methoxypyridin-4-yl)(methyl)propanedioate